tert-butyl (R)-(1-(2-(1-(cyclopropylmethyl)-3-fluoro-1H-indol-2-yl)-1-methyl-5-oxo-1,5,7,8-tetrahydro-6H-imidazo[4,5-g]isoquinolin-6-yl)propan-2-yl)carbamate C1(CC1)CN1C(=C(C2=CC=CC=C12)F)C1=NC=2C(=CC=3CCN(C(C3C2)=O)C[C@@H](C)NC(OC(C)(C)C)=O)N1C